NC1=CC=C(C=N1)/C=C/C(=O)NCC=1OC2=C(C1)C=C(C=C2C2=CC=C(C=C2)F)C2=CC=C(C=C2)S(=O)(=O)CC (E)-3-(6-amino-pyridin-3-yl)-N-((5-(4-(ethyl-sulfonyl)phenyl)-7-(4-fluoro-phenyl)benzofuran-2-yl)methyl)acrylamide